NC(CCC1(OC1)C(=O)NC=1C=C(C2=C(CCO2)C1C#N)C1=CC=C(C=C1)C(C)C)=O 2-(3-Amino-3-oxopropyl)-N-(4-cyano-7-(4-isopropylphenyl)-2,3-dihydrobenzofuran-5-yl)oxirane-2-carboxamide